ClC1=CC(=C(C=N1)NC(=O)C1(CCN(CC1)C(CC(C(=O)O)(C)C)=O)C1=C(C=CC=C1)C(C)C)OC 4-(4-((6-chloro-4-methoxypyridin-3-yl)carbamoyl)-4-(2-isopropylphenyl)piperidin-1-yl)-2,2-dimethyl-4-oxobutanoic acid